C(CCC\C=C/C\C=C/C\C=C/C\C=C/CCCCC)=O arachidonaldehyde